piperidine-3-carboxylic acid (1-pyridazin-3-yl-cyclopropyl)-amide N1=NC(=CC=C1)C1(CC1)NC(=O)C1CNCCC1